2-methyl-7-methoxyquinazolin-4(3H)-one CC1=NC2=CC(=CC=C2C(N1)=O)OC